benzyloxy-3β-hydroxy-7β,19-epoxy-cholestan-6-on C(C1=CC=CC=C1)OCC(C)CCC[C@@H](C)[C@H]1CC[C@H]2[C@@H]3[C@@H]4C(C5C[C@H](CC[C@]5(CO4)[C@H]3CC[C@]12C)O)=O